[N+](=O)([O-])C1=CC(=C(C(=O)N2CCCC(C3=C2C=CC(=C3)Cl)=O)C=C1)C 1-(4-nitro-2-methylbenzoyl)-7-chloro-5-oxo-2,3,4,5-tetrahydro-1H-1-benzazepine